(2-(methoxyl-diphenyl-methyl)pyrrolidine-1-yl)(1-methyl-1H-imidazol-2-yl)methanone O(C)C(C1N(CCC1)C(=O)C=1N(C=CN1)C)(C1=CC=CC=C1)C1=CC=CC=C1